CC1=C(C=NC=2OCCNC21)NC2=C(C(NC=C2)=O)C(=O)NC=2C=CC(=C(C(=O)O)C2)N2CCN(CC2)C 5-(4-((8-methyl-2,3-dihydro-1H-pyrido[2,3-b][1,4]oxazin-7-yl)amino)-2-oxo-1,2-dihydropyridine-3-carboxamido)-2-(4-methylpiperazin-1-yl)benzoic acid